FC=1C=CC=C2CN(C=NC12)CCOC1=CC=CC=C1 8-fluoro-3-(2-phenoxyethyl)-3,4-dihydroquinazolin